N-[(4S,5S)-7-ethyl-4-(4-fluorophenyl)-6-oxo-1-phenyl-3-[(piperidin-1-yl)methyl]-1H,4H,5H,6H,7H-pyrazolo[3,4-b]pyridin-5-yl]-3-(trifluoromethyl)benzamide C(C)N1C2=C([C@@H]([C@@H](C1=O)NC(C1=CC(=CC=C1)C(F)(F)F)=O)C1=CC=C(C=C1)F)C(=NN2C2=CC=CC=C2)CN2CCCCC2